ClC=1C=C(C(=O)N2CC=3C(=NN4C3C(N(C[C@H]4C(=O)NC)[C@@H](C)C4=CC=C(C=C4)C(C)(C)O)=O)C[C@H]2C)C=CC1Cl |o1:21| (3R,7S)-2-(3,4-Dichlorobenzoyl)-9-((S*)-1-(4-(2-hydroxypropan-2-yl)phenyl)ethyl)-N,3-dimethyl-10-oxo-1,2,3,4,7,8,9,10-octahydropyrido[4',3':3,4]pyrazolo[1,5-a]pyrazine-7-carboxamide